(9aS)-1,3,4,6,7,8,9,9a-octahydropyrazino[2,1-c][1,4]Oxazine dihydrochloride Cl.Cl.C1OCCN2[C@H]1CNCC2